OC=1C(=NC=CC1OC)C(=O)N[C@H](C(=O)OC1C(CC1)(C1=CC=C(C=C1)C)C1=CC=C(C=C1)C)C [2,2-bis(p-tolyl)cyclobutyl] (2S)-2-[(3-hydroxy-4-methoxy-pyridine-2-carbonyl)amino]propanoate